C(N(CC(=O)[O-])CC(=O)[O-])CN(CC(=O)[O-])CC(=O)[O-].[Rb+].[Rb+].[Rb+].[Rb+] rubidium edetate